(S)-2-amino-5-((6-aminohexyl)amino)pentanoic acid trishydrochloride Cl.Cl.Cl.N[C@H](C(=O)O)CCCNCCCCCCN